6-((endo-8-Azabicyclo[3.2.1]octan-3-yl)oxy)-7-methoxy-N-(3-methyl-4-((1-methyl-1H-benzo[d]imidazol-5-yl)oxy)-phenyl)quinazolin-4-amine C12CC(CC(CC1)N2)OC=2C=C1C(=NC=NC1=CC2OC)NC2=CC(=C(C=C2)OC2=CC1=C(N(C=N1)C)C=C2)C